C(CCCCCCCCCCCCCCCCC)(=O)OCC(CO)O 2,3-dihydroxypropan-1-yl octadecanoate